6-hydroxy-7-methoxy-2-((5-(3-methoxyphenyl)thiophen-2-yl)methyl)-1,2,3,4-tetrahydroisoquinoline OC=1C=C2CCN(CC2=CC1OC)CC=1SC(=CC1)C1=CC(=CC=C1)OC